C(C1=CC=CC=C1)O[C@]12[C@H](O[C@H](C1O)N1C=C(C3=C1N=CN=C3Cl)C(F)F)C(CC2)=C (2r,3as,6ar)-3a-(benzyloxy)-2-(4-chloro-5-(difluoromethyl)-7H-pyrrolo[2,3-d]pyrimidin-7-yl)-6-methylenehexahydro-2H-cyclopenta[b]furan-3-ol